BrC=1C=CC(=NC1)NC(C(C)C)=O N-(5-bromo-2-pyridinyl)-2-methyl-propionamide